C(CCCCCCC)OC(C=CC1=CC=C(C=C1)OC)=O p-methoxycinnamic acid octyl ester